CC/C=C(\C)/C(=O)O (S)-2-METHYLPENTENOIC ACID